[Nd+3].C(#N)[C@H]1C[C@H](C1)NC(C1=CC=C(C=C1)C1=NC(=NC=C1C)NC=1C=NN(C1)C)=O N-((cis)-3-cyanocyclobutyl)-4-(5-methyl-2-((1-methyl-1H-pyrazol-4-yl)amino)pyrimidin-4-yl)benzamide Neodymium(III)